4-fluoro-N-((1R)-1-((1S,4aS,4bR,6aR,8R,10aS,12aS)-8-hydroxy-8-(methoxymethyl)-12a-methyloctadecahydrochrysen-1-yl)ethyl)benzamide FC1=CC=C(C(=O)N[C@H](C)[C@H]2CCC[C@H]3[C@@H]4CC[C@@H]5C[C@](CC[C@@H]5C4CC[C@]23C)(COC)O)C=C1